NC=1C(=NON1)C=1N(C2=C(C=NC(=C2)OC=2C=C(C=CC2)NC(C2=CC=C(C=C2)OCCN2CCOCC2)=O)N1)CC N-[3-[[2-(4-amino-1,2,5-oxadiazol-3-yl)-1-ethyl-1H-imidazo[4,5-c]pyridin-6-yl]oxy]phenyl]-4-[2-(4-morpholinyl)ethoxy]benzamide